ClC1=C(C=C(C=C1)C1=C(C(=CC=C1C#CCCCO)C=1N(N=C(C1)C(F)(F)F)C)O)C(F)(F)F 2-(4-chloro-3-(trifluoromethyl)phenyl)-3-(5-hydroxypent-1-ynyl)-6-(2-methyl-5-(trifluoromethyl)pyrazol-3-yl)phenol